4-(2-amino-[1,2,4]triazolo[1,5-a]pyridin-7-yl)-N-(1-(2-(trifluoromethoxy)phenyl)ethyl)-1H-benzo[d]imidazole-6-carboxamide NC1=NN2C(C=C(C=C2)C2=CC(=CC=3NC=NC32)C(=O)NC(C)C3=C(C=CC=C3)OC(F)(F)F)=N1